2-phenyl-2-(4,4-bis(4-methoxyphenyl)-1-phenyl-1,3-butadienyl)-1,3-dithiane C1(=CC=CC=C1)C1(SCCCS1)C(=CC=C(C1=CC=C(C=C1)OC)C1=CC=C(C=C1)OC)C1=CC=CC=C1